N-[4-(11,12-Didehydrodibenzo[b,f]azocin-5(6H)-yl)-4-oxobutanoyl]glycylglycine C1=CC=CC=2N(CC3=C(C#CC21)C=CC=C3)C(CCC(=O)NCC(=O)NCC(=O)O)=O